2-methyl-7-pentyl-3,4-dihydro-2H-chromen-5-ol CC1OC=2C=C(C=C(C2CC1)O)CCCCC